ClC(C)C1=CC2=C(OCCO2)C=C1 6-(1-chloroethyl)-2,3-dihydrobenzo[b][1,4]dioxine